C(C)(C)(C)OC(=O)N1CCN(CC1)C#CCC1=CC=CC=C1 4-(3-Phenylpropynyl)piperazine-1-carboxylic acid tert-butyl ester